CS(=O)(=O)OCCCC1=CC=C(CN2CCN3N=C(C(=C32)C(=O)N[C@@H](C)C3=CC=C(C(=O)OC)C=C3)C(F)(F)F)C=C1 Methyl (S)-4-(1-(1-(4-(3-((methylsulfonyl)oxy)propyl)benzyl)-6-(trifluoromethyl)-2,3-dihydro-1H-imidazo[1,2-b]pyrazole-7-carboxamido)ethyl)benzoate